COC(C1=C(C=CC(=C1)N1CCOCC1)Br)=O 2-bromo-5-morpholinylbenzoic acid methyl ester